3-cyclohexyl-1-(tert-Butyldimethylsilyl)-2-propyn-1-one C1(CCCCC1)C#CC(=O)[Si](C)(C)C(C)(C)C